methyl 4-chloro-6-ethoxypyrimidine-5-carboxylate ClC1=NC=NC(=C1C(=O)OC)OCC